CS(=O)(=O)CC1CCNCC1 4-((methylsulfonyl)methyl)piperidine